C(CC#C)C1(N=N1)CCOC=1C(=NC=NC1)N1CCN(CC1)CC=1NC2=CC=CC=C2C1 2-((4-(5-(2-(3-(but-3-yn-1-yl)-3H-diazirin-3-yl)ethoxy)pyrimidin-4-yl)piperazin-1-yl)methyl)-1H-indole